CC1=NN2C(C=C(C=C2C)C(NC2=C(C=C(C=N2)N2C[C@@H](N(CC2)C(=O)OC(C)(C)C)C)C)=N)=C1 tert-butyl (S)-4-(6-(2,7-dimethylpyrazolo[1,5-a]pyridine-5-carboximidamido)-5-methylpyridin-3-yl)-2-methylpiperazine-1-carboxylate